1,6-bis(tert-butylperoxycarbonyloxy)hexane BIS-(2-HYDROXYETHYL)TEREPHTHALATE OCCOC(C1=CC=C(C(=O)OCCO)C=C1)=O.C(C)(C)(C)OOC(=O)OCCCCCCOC(=O)OOC(C)(C)C